CC1(C(N(CC12CCN(CC2)C(=O)OC(C)(C)C)C2=NC=CC(=C2)C(F)(F)F)=O)C tert-butyl 4,4-dimethyl-3-oxo-2-(4-(trifluoromethyl)pyridin-2-yl)-2,8-diazaspiro[4.5]decane-8-carboxylate